tert-Butyl 3-fluoro-4-nitrobenzoate FC=1C=C(C(=O)OC(C)(C)C)C=CC1[N+](=O)[O-]